COCCOCCOCCOCCOCC(=O)Cl 2-[2-[2-[2-(2-methoxyethoxy)ethoxy]ethoxy]ethoxy]acetyl chloride